(R)-1-(2-((1-((dimethylamino)methyl)cyclopropyl)methoxy)-7-(8-ethynyl-3-hydroxynaphthalen-1-yl)pyrido[3,2-d]pyrimidin-4-yl)-3-methylpiperidin-3-ol CN(C)CC1(CC1)COC=1N=C(C2=C(N1)C=C(C=N2)C2=CC(=CC1=CC=CC(=C21)C#C)O)N2C[C@@](CCC2)(O)C